C(C)(C)(C)C1N=C(C2=CC=C(C=C2C1)CCCN1CCC(CC1)C(NC=1SC(=CN1)SCC=1OC(=CN1)C(C)(C)C)=O)C tert-butyl-6-(3-(4-((5-(((5-(tert-butyl)oxazol-2-yl)methyl)thio)thiazol-2-yl)carbamoyl)piperidin-1-yl)propyl)-1-methyl-3,4-dihydroisoquinoline